OC1CCN(CC1)C1=NC=C(C#N)C=C1 6-(4-hydroxypiperidin-1-yl)nicotinonitrile